Cl.NC12CC(C1)(C2)C(C(=O)NC2=CC=C(C=C2)F)C 2-(3-aminobicyclo[1.1.1]pentan-1-yl)-N-(4-fluorophenyl)propanamide hydrochloride